permanganoic acid [Mn](=O)(=O)(=O)O